(2S,4R)-1-[(2S)-2-(10-Aminodecaneamido)-3,3-dimethylbutyryl]-4-hydroxy-N-[[4-(4-methyl-1,3-thiazol-5-yl)phenyl]methyl]pyrrolidine-2-carboxamide NCCCCCCCCCC(=O)N[C@H](C(=O)N1[C@@H](C[C@H](C1)O)C(=O)NCC1=CC=C(C=C1)C1=C(N=CS1)C)C(C)(C)C